[4-[(E)-cinnamyl]piperazin-1-yl]-(3,4-dimethoxyphenyl)methanone C(\C=C\C1=CC=CC=C1)N1CCN(CC1)C(=O)C1=CC(=C(C=C1)OC)OC